OC(=O)C(F)(F)F.FC[C@@H]1C[C@H](CN1)C=1N=C(OC1)C(=O)N ((3R,5S)-5-(fluoromethyl)pyrrolidin-3-yl)oxazole-2-carboxamide TFA salt